6-chloro-1-(prop-2-yn-1-yl)-1,3-dihydro-2H-benzo[d]imidazol-2-imine ClC=1C=CC2=C(N(C(N2)=N)CC#C)C1